ClC=1C(=C(C=CC1)\N=C(\C(F)(F)F)/C1=CC=C(C=C1)S(=O)(=O)N(C)C)N1CCOCC1 (E)-4-(1-((3-chloro-2-morpholinophenyl)imino)-2,2,2-trifluoroethyl)-N,N-dimethylbenzene-sulfonamide